BrC1=C(CNS(=O)(=O)C2=CC=C(C=C2)NC(C(=C)C2=CC=NC=C2)=O)C(=CC=C1)Br (E)-N-(4-(N-(2,6-dibromobenzyl)sulfamoyl)phenyl)-2-(pyridin-4-yl)acrylamide